C1(=CC=CC=C1)C1=CN=C(O1)NC1=CC=C(C=C1)S(=O)(=O)N 4-[(5-Phenyl-1,3-oxazol-2-yl)amino]benzenesulfonamide